2-((1-(1-(4,4-Difluorocyclohexyl)-2,5-dimethyl-3-oxo-2,3-dihydro-1H-indazol-7-yl)ethyl)amino)benzene FC1(CCC(CC1)N1N(C(C2=CC(=CC(=C12)C(C)NC1=CC=CC=C1)C)=O)C)F